[C@H]([C@@H]([C@@H](C(=O)O)O)O)([C@H](C(=O)N)O)O aminoglucuronic acid